CC(C)(C)[S@@](=O)N=CC1=CC(=CC=C1)O[C@H]1COCC1 (R)-2-methyl-N-(3-(((R)-tetrahydrofuran-3-yl)oxy)benzylidene)propane-2-sulfinamide